dioxapyrrolidin-1-yl-eicosa-19-ynoate N1(OOCC1)C(C(=O)[O-])CCCCCCCCCCCCCCCCC#C